(1R,4R)-2-(4-chloro-2-fluorophenyl)-2,5-diazabicyclo[2.2.1]heptane ClC1=CC(=C(C=C1)N1[C@H]2CN[C@@H](C1)C2)F